(2R)-6-amino-2-[(2R)-4-methyl-2-[(2R)-2-({methyl[1-phenyl-2-(2,2,2-trifluoroacetamido)ethyl]carbamoyl}amino)-3-phenylpropionylamino]pentanoylamino]caproic acid NCCCC[C@H](C(=O)O)NC([C@@H](CC(C)C)NC([C@@H](CC1=CC=CC=C1)NC(N(C(CNC(C(F)(F)F)=O)C1=CC=CC=C1)C)=O)=O)=O